COC=1C=C2C=3C=CC=C4C(=C(N(C34)CCCCCOC(C1)=C2)C(=O)OCC)CCCOC2=CC=CC=1CCCCC21 (rac)-Ethyl 12-methoxy-1-[3-(5,6,7,8-tetrahydronaphthalen-1-yloxy)propyl]-5,6,7,8-tetrahydro-4H-10,14-(metheno)[1,7]oxazacyclotetradecino[9,8,7-hi]indole-2-carboxylate